2,6-Difluorobenzoic acid [(2R)-3-(3-ethyl-4-oxo-spiro[6,8-dihydro-5H-pyrazolo[4,3-c]azepin-7,4'-tetrahydropyran]-1-yl)-2-methyl-propyl] ester C(C)C1=NN(C2=C1C(NCC1(CCOCC1)C2)=O)C[C@H](COC(C2=C(C=CC=C2F)F)=O)C